COC1=CC=C(COC2=NC(=NC(=C2C(=O)OCC)C)S(=O)(=O)C)C=C1 ethyl 4-((4-methoxybenzyl)oxy)-6-methyl-2-(methylsulfonyl)pyrimidine-5-carboxylate